N-[4-[2-(3,5-difluorophenyl)ethynyl]-2,6-difluoro-phenyl]-3-fluoro-2,5-dimethyl-benzenesulfonamide FC=1C=C(C=C(C1)F)C#CC1=CC(=C(C(=C1)F)NS(=O)(=O)C1=C(C(=CC(=C1)C)F)C)F